FC=1C=2N(C=C(C1)NC(=O)C1=CC=C(C3=CN(N=C13)C)N1[C@H](CNCC1)C)C=C(N2)C N-{8-fluoro-2-methylimidazo[1,2-a]pyridin-6-yl}-2-methyl-4-[(2S)-2-methylpiperazin-1-yl]indazole-7-carboxamide